Alloheptulose OCC(=O)[C@H](O)[C@H](O)[C@H](O)[C@H](O)CO